C(C)(=O)N1CCN(CC1)CCCCCCC=1C=CC=CC1 5-(6-(4-acetylpiperazin-1-yl)hexyl)benzol